(1R,3S,5S)-3-((S)-1-((tert-butoxycarbonyl)amino)-2-((1S,3S,5S)-3-cyano-2-azabicyclo[3.1.0]hexan-2-yl)-2-oxoethyl)adamantan-1-yl methanesulfonate CS(=O)(=O)OC12CC3(C[C@H](CC(C1)C3)C2)[C@@H](C(=O)N2[C@H]3C[C@H]3C[C@H]2C#N)NC(=O)OC(C)(C)C